Methyl-phytol CCC(C)CCC[C@@H](C)CCC[C@@H](C)CCC\C(\C)=C\CO